C(C)(=O)N1CCN(CC1)C1=CC=C(C=C1)C#CCN(C(OC(C)(C)C)=O)CCC1=CC=C(C=C1)O tert-butyl (3-(4-(4-acetylpiperazin-1-yl)phenyl)prop-2-yn-1-yl)(4-hydroxyphenethyl)carbaMate